N(CCO)CCO (S)-diethanolamine